(2R,3S)-ethyl 2,3-dihydroxy-3-(thiophen-3-yl)propanoate O[C@@H](C(=O)OCC)[C@H](C1=CSC=C1)O